N-[(1S)-5-[(4,6-dimethyl-3-nitropyridin-2-yl)amino]-2,3-dihydro-1H-inden-1-yl]acetamide CC1=C(C(=NC(=C1)C)NC=1C=C2CC[C@@H](C2=CC1)NC(C)=O)[N+](=O)[O-]